C1(=CC=CC=C1)C1CCC(CN1)O 6-phenylpiperidin-3-Ol